ClC=1C(=CC2=C(C(C[C@@H](O2)C(=O)NC23CC(C2)(C3)N3N=NC(=C3)CCCCOC(F)(F)F)=O)C1)F (2R)-6-chloro-7-fluoro-4-oxo-N-(3-{4-[4-(trifluoromethoxy)butyl]-1H-1,2,3-triazol-1-yl}bicyclo[1.1.1]pentan-1-yl)-3,4-dihydro-2H-1-benzopyran-2-carboxamide